ClC=1C=NN(C(C1CCN(C)C)=O)CC(=O)OCC ethyl 2-[4-chloro-5-[2-(dimethylamino)ethyl]-6-oxo-pyridazin-1-yl]acetate